FC1=C(C=CC(=C1)OC1=CC(=NC=C1)N1N=CC(=C1)C(F)(F)F)NC1=NC=NC2=CC(=C(C=C12)NC1CCN(CC1)C(C=C)=O)OC 1-(4-((4-((2-fluoro-4-((2-(4-(trifluoromethyl)-1H-pyrazol-1-yl)pyridin-4-yl)oxy)phenyl)amino)-7-methoxyquinazolin-6-yl)amino)piperidin-1-yl)prop-2-en-1-one